CC=1SC(=CC1CCCCCCCCCCCC)C 2,5-dimethyl-3-dodecylthiophene